(S)-6-(5-bromo-1-(cis-4-hydroxy-4-methylcyclohexyl)-1H-benzo[d]Imidazol-2-yl)-1-(3-fluoro-4-ethoxyphenyl)piperidin-2-one BrC1=CC2=C(N(C(=N2)[C@@H]2CCCC(N2C2=CC(=C(C=C2)OCC)F)=O)C2CCC(CC2)(C)O)C=C1